C(C)OC=1C=C(C=CC1)C1=CC=C2C(C(COC2=C1)(C)C)NC(O[C@@H]1CN2CCC1CC2)=O (S)-quinuclidin-3-yl (7-(3-ethoxyphenyl)-3,3-dimethylchroman-4-yl)carbamate